CN(\C=C/[N+](=O)[O-])C (Z)-N,N-dimethyl-2-nitroethen-1-amine